2-{3-[(2R,6S)-2,6-Dimethylmorpholin-4-carbonyl]-5,6-dihydrocyclopenta[c]pyrazol-1(4H)-yl}-1-[4-(4-methoxy-3,5-dimethylphenyl)piperidin-1-yl]ethan-1-on C[C@@H]1CN(C[C@@H](O1)C)C(=O)C=1C2=C(N(N1)CC(=O)N1CCC(CC1)C1=CC(=C(C(=C1)C)OC)C)CCC2